C(C=C)(=O)O.C(C=C)(=O)O.C(C1=CC(C(=O)O)=CC=C1)(=O)O Isophthalic acid diacrylate